C1(=CC=CC=C1)C(C)SCC(=O)OC methyl 2-((1-phenylethyl)thio)acetate